1-(4-(6-chloro-7-(2-hydroxy-phenyl)quinazolin-4-yl)-2-methyl-piperazin-1-yl)prop-2-en-1-one ClC=1C=C2C(=NC=NC2=CC1C1=C(C=CC=C1)O)N1CC(N(CC1)C(C=C)=O)C